5-(6-methoxy-2-pyridyl)-2,3-dihydro-1,4-benzodioxine-3-carbaldehyde COC1=CC=CC(=N1)C1=CC=CC=2OCC(OC21)C=O